CS(=O)(=O)O.C(C)N1CCN(CC1)CC=1C=CC(=NC1)C1=C(C(=NC(=N1)N)C1=CC2=C(N(N=C2C=C1)C)C(C)C)F 5-((4-ethylpiperazin-1-yl)methyl)pyridin-2-yl-5-fluoro-4-(3-isopropyl-2-methyl-2H-indazol-5-yl)pyrimidin-2-amine methanesulfonate